6-bromo-2H,3H,4H-pyrazino[2,3-b][1,4]oxazin-3-one BrC1=NC2=C(OCC(N2)=O)N=C1